C1N(CC12OCCO2)C=2C=C1C(=CC=NC1=CC2)C(=O)O 6-(5,8-dioxa-2-azaspiro[3.4]octan-2-yl)quinoline-4-carboxylic acid